ethyl 3-bromo-6-(bromomethyl)-2-(((trifluoromethyl)sulfonyl)oxy)benzoate BrC=1C(=C(C(=O)OCC)C(=CC1)CBr)OS(=O)(=O)C(F)(F)F